CC(C)(C)OC(=O)CC[C@@H](C(=O)O)NC(=O)OCC1C2=CC=CC=C2C3=CC=CC=C13.O N-(9-Fmoc)-L-glutamic acid γ-tert-butyl ester monohydrate